(4S)-3-(6-Acetyl-4-methylpyridin-2-yl)-4-benzyl-1,3-oxazolidin-2-one C(C)(=O)C1=CC(=CC(=N1)N1C(OC[C@@H]1CC1=CC=CC=C1)=O)C